BrC1=C(C=C(C(=O)O)C=C1)OC 4-bromo-3-methoxybenzoic acid